2-(1-(5-Chloropyridinyl)pyrrolidin-3-yl)-5-(2-ethylphenoxy)benzamide ClC=1C=CC(=NC1)N1CC(CC1)C1=C(C(=O)N)C=C(C=C1)OC1=C(C=CC=C1)CC